(dipropylcarbamoyl)-3H-benzo[b]azepine C(CC)N(C(=O)C=1CC=CC2=C(N1)C=CC=C2)CCC